3-bromo-7-methyl-imidazo[1,2-a]pyridine BrC1=CN=C2N1C=CC(=C2)C